FC(C1=C2C=NNC2=CC(=C1)O)(F)F 4-(trifluoromethyl)-1H-indazol-6-ol